3-(benzyloxy)-2-formylphenoxyacetic acid C(C1=CC=CC=C1)OC=1C(=C(OCC(=O)O)C=CC1)C=O